1,4-bis(sulfoethynyl)piperazine S(=O)(=O)(O)C#CN1CCN(CC1)C#CS(=O)(=O)O